CO[C@H](C(=O)NC=1SC(=NN1)N[C@H]1CN(CC1)C=1N=NC=CN1)C1=CC(=CC=C1)N1CC(C1)OC (2S)-2-methoxy-2-[3-(3-methoxyazetidin-1-yl)phenyl]-N-[5-[[(3R)-1-(1,2,4-triazin-3-yl)pyrrolidin-3-yl]amino]-1,3,4-thiadiazol-2-yl]acetamide